(5-(oxetan-3-yl)-1,4,5,6,7,8-hexahydropyrazolo[4,3-c]azepin-3-yl)(4-(2-(trifluoromethyl)phenyl)piperidin-1-yl)methanone O1CC(C1)N1CC2=C(CCC1)NN=C2C(=O)N2CCC(CC2)C2=C(C=CC=C2)C(F)(F)F